ClC=1C=2N(C=CC1C1=CC(=C(C=C1)OC1=CC(=NC=C1)C)F)C(=NN2)CC(F)(F)F 8-chloro-7-[3-fluoro-4-[(2-methyl-4-pyridinyl)oxy]phenyl]-3-(2,2,2-trifluoroethyl)-1,2,4-triazolo[4,3-a]pyridine